FC=1C(=NC(=NC1C1=C(C=CC=C1)C)NS(=O)(=O)C=1C=NN(C1)C)OC1=C(C=CC=C1)C N-[5-fluoro-4-(2-methylphenoxy)-6-(o-tolyl)pyrimidin-2-yl]-1-methyl-pyrazole-4-sulfonamide